(S)-6-[1-(2-Chloro-6-fluoro-phenyl)-piperidin-4-yl]-2-cyclopropyl-7-methyl-4-(2-trifluoromethyl-benzyl)-2,4,6,7-tetrahydro-pyrazolo[4,3-d]pyrimidin-5-on ClC1=C(C(=CC=C1)F)N1CCC(CC1)N1C(N(C=2C([C@@H]1C)=NN(C2)C2CC2)CC2=C(C=CC=C2)C(F)(F)F)=O